NC1=CC=CC=2C#CCCC3=C(C21)C=CC=C3 aminodibenzocyclooctyne